ethyl 4-(3-bromophenyl)-2,4-dioxobutyrate BrC=1C=C(C=CC1)C(CC(C(=O)OCC)=O)=O